C(C)OP(=O)(OCC)CC(=O)OCC Ethyl (diethoxyphosphoryl)acetate